C(CCCCCCCC(=O)[O-])(=O)[O-].[Eu+3].C(CCCCCCCC(=O)[O-])(=O)[O-].C(CCCCCCCC(=O)[O-])(=O)[O-].[Eu+3] europium azelate